4-((R)-2-azidobutan-2-yl)-6-chloro-1-(((2R,4R)-4-(ethylsulfonyl)pentan-2-yl)oxy)-2,7-naphthyridine N(=[N+]=[N-])[C@](C)(CC)C1=CN=C(C2=CN=C(C=C12)Cl)O[C@H](C)C[C@@H](C)S(=O)(=O)CC